O-(benzotriazol-1-yl)-N,N,N',N'-tetramethyluronium hexafluoro-phosphate F[P-](F)(F)(F)(F)F.N1(N=NC2=C1C=CC=C2)OC(=[N+](C)C)N(C)C